1-(hydroxy-methyl)cyclopropanol OCC1(CC1)O